ClC1=NC=C(C=C1C(=O)OC)Cl methyl 2,5-dichloropyridine-3-carboxylate